5-(azetidin-1-yl)-2-(piperidin-1-yl)thiazolo[4,5-b]pyridin-6-amine N1(CCC1)C1=C(C=C2C(=N1)N=C(S2)N2CCCCC2)N